CNCCCOCC1=CC(=CC=C1)C N-methyl-3-((3-methylbenzyl)oxy)propan-1-amine